CN(C(O)=O)C1=NC=C(C=C1)C1=CN=C2N1C=C(C=C2N)C(N(C)C2=CC(=C(C=C2)F)OC)=O.C(C)(C)(C)C2(C(O)C(=CC=C2)C(C)(C)C)O 2,6-di-t-butyl-catechol methyl-N-[5-[8-amino-6-[(4-fluoro-3-methoxy-phenyl)-methyl-carbamoyl]imidazo[1,2-a]pyridin-3-yl]-2-pyridyl]carbamate